BrC=1C=CC(=NC1C)C(CC)=O 1-(5-bromo-6-methylpyridin-2-yl)propan-1-one